[C@@H]12N(C[C@@H](NC1)C2)C=2C=CC=1N=CN=C(C1N2)NC2=C(C(=C(C=C2)OCC)Cl)F 6-((1S,4S)-2,5-Diazabicyclo[2.2.1]heptan-2-yl)-N-(3-chloro-4-ethoxy-2-fluorophenyl)pyrido[3,2-d]pyrimidin-4-amine